2-(2-((5-chloro-2-(1H-tetrazol-1-yl) phenyl) amino)-2-oxoacetamido)-3-(4-((N,N-dimethylaminosulfonyl) amino) phenylpropionamido)-1H-indole-2-carboxylate ClC=1C=CC(=C(C1)NC(C(=O)NC1(NC2=CC=CC=C2C1NC(CCC1=CC=C(C=C1)NS(=O)(=O)N(C)C)=O)C(=O)[O-])=O)N1N=NN=C1